(S)-N-(3-(1-((2-ethyl-2H-pyrazolo[3,4-b]pyrazin-6-yl)amino)ethyl)phenyl)benzo[d][1,3]dioxole-5-carboxamide C(C)N1N=C2N=C(C=NC2=C1)N[C@@H](C)C=1C=C(C=CC1)NC(=O)C1=CC2=C(OCO2)C=C1